OC([C@H](C[C@H]1C(NCC1)=O)NC(=O)C1NCC2C1CCC2)C(=O)NCCOCC(C)C N-((2S)-3-hydroxy-4-((2-isobutoxyethyl)amino)-4-oxo-1-((S)-2-oxopyrrolidin-3-yl)butan-2-yl)octahydrocyclopenta[c]pyrrole-1-carboxamide